C1CCC2C(C1)CCCC2(O)O decalindiol